NC1=C(C=CC(=C1)C1=CC=C2C(=N1)N(C(=C2)C2=NC1=C(N2C)C(=CC(=C1)C(=O)N1[C@@H]2CC[C@H](C1)[C@H]2N)OC)CC2CC2)O 2-amino-4-(2-{5-[(1R,4R,7R)-7-amino-2-azabicyclo[2.2.1]heptane-2-carbonyl]-7-methoxy-1-methyl-1H-1,3-benzodiazol-2-yl}-1-(cyclopropylmethyl)-1H-pyrrolo[2,3-b]pyridin-6-yl)phenol